BrC1=C(C=C2C(=NC(=NC2=C1OC(F)F)OC1CCN(CC1)C(=O)OCC[Si](C)(C)C)N1CCC2(CN(C2)C(=O)OC(C)(C)C)CC1)I tert-butyl 7-{7-bromo-8-(difluoromethoxy)-6-iodo-2-[(1-{[2-(trimethylsilyl) ethoxy] carbonyl} piperidin-4-yl) oxy] quinazolin-4-yl}-2,7-diazaspiro[3.5]nonane-2-carboxylate